C1(CCCCC1)CNC=1SC(=C(N1)C)C=1C=CC(=C(C1)S(=O)(=O)NC1CCC(CC1)O)OC 5-[2-(cyclohexylmethylamino)-4-methyl-thiazol-5-yl]-N-(4-hydroxycyclohexyl)-2-methoxy-benzenesulfonamide